3-Amino-N-(4-phenoxy-6-phenyl-pyrimidin-2-yl)benzenesulfonamide NC=1C=C(C=CC1)S(=O)(=O)NC1=NC(=CC(=N1)OC1=CC=CC=C1)C1=CC=CC=C1